[N+](=O)([O-])C=1C=C(C=CC1)S(=O)(=O)NCCC1=CC(=CC=C1)C(F)(F)F 3-nitro-N-(3-(trifluoromethyl)phenethyl)-benzenesulfonamide